[Br-].C(=O)(O)CN1C=CC(C=C1)=C1C=CN(C=C1)CC(=O)O 1,1'-dicarboxymethyl-4,4'-bipyridyl bromide